(2,4-dichlorobenzoyl)-1-methyl-5-benzyloxypyrazole ClC1=C(C(=O)C2=NN(C(=C2)OCC2=CC=CC=C2)C)C=CC(=C1)Cl